(R)-6-(trifluoromethyl)-2,3-dihydrofuro[2,3-b]pyridin-3-ol FC(C1=CC=C2C(=N1)OC[C@@H]2O)(F)F